C(C)N1N=C2C(NC(C(=C2N[C@@H](C)C2=NC=CC=N2)C2=NC3=C(N2)C=C(C(=C3F)OC)OC)=O)=C1 (S)-2-Ethyl-6-(4-fluoro-5,6-dimethoxy-1H-benzo[d]imidazol-2-yl)-7-((1-(pyrimidin-2-yl)ethyl)amino)-2H-pyrazolo[4,3-b]pyridin-5(4H)-one